C1(NCC12CCNCC2)=O 2,7-diazaspiro[3.5]nonan-1-one